(6R)-7-(4-bromo-3-(trifluoromethyl)benzoyl)-6-methyl-3-(4-methyl-4H-1,2,4-triazol-3-yl)-2-(methylsulfinyl)-5,6,7,8-tetrahydropyrido[3,4-d]pyrimidin-4(3H)-one BrC1=C(C=C(C(=O)N2CC=3N=C(N(C(C3C[C@H]2C)=O)C2=NN=CN2C)S(=O)C)C=C1)C(F)(F)F